NC=1N=C(SC1C(=O)C1=CC=C(C=C1)OC1=CC=CC=C1)NC1=CC=C(C=C1)F [4-amino-2-(4-fluoroanilino)thiazol-5-yl]-(4-phenoxyphenyl)methanone